FC1=CC(=C(C=C1)N1[C@@H]2CN([C@H](C1)C2)C(=O)OC(C)(C)C)[N+](=O)[O-] tert-butyl (1S,4S)-5-(4-fluoro-2-nitrophenyl)-2,5-diazabicyclo[2.2.1]heptane-2-carboxylate